C(C)C1=C(C(=C(C(=C1CC)OC(C)C)CC)C)O 2,3,5-Triethyl-6-methyl-4-isopropoxy-phenol